tert-Butyl 3-(5,7-diphenylpyrazolo[1,5-a]pyrimidine-2-carboxamido)-2-methylazetidine-1-carboxylate C1(=CC=CC=C1)C1=NC=2N(C(=C1)C1=CC=CC=C1)N=C(C2)C(=O)NC2C(N(C2)C(=O)OC(C)(C)C)C